C(C)(C)(C)C=1C=C(C=C(C1O)C(C)(C)C)CCC(=O)OCC(COC(CCC1=CC(=C(C(=C1)C(C)(C)C)O)C(C)(C)C)=O)(CO)CO pentaerythritol bis[beta-(3,5-di-tert-butyl-4-hydroxyphenyl) propionate]